(4-bromophenyl)phenanthridine BrC1=CC=C(C=C1)C1=CC=CC2=NC=C3C=CC=CC3=C12